5-(2-azaspiro[3.3]heptan-6-ylmethyl)-2-(trifluoromethyl)nicotinonitrile C1NCC12CC(C2)CC=2C=NC(=C(C#N)C2)C(F)(F)F